2-(2-chloro-3-(1-fluoronaphthalen-2-yl)acrylamido)-5-fluorobenzoic acid ClC(C(=O)NC1=C(C(=O)O)C=C(C=C1)F)=CC1=C(C2=CC=CC=C2C=C1)F